Bis(6-hydroxybenzo[b]furan-2-yl)methanone OC=1C=CC2=C(OC(=C2)C(=O)C2=CC3=C(O2)C=C(C=C3)O)C1